CN1N=C(C=C1)C1=CC=C(CC2=C3C(=NC(=C2)C(=O)O)C=CO3)C=C1 7-(4-(1-methyl-1H-pyrazol-3-yl)benzyl)furo[3,2-b]pyridine-5-carboxylic acid